CN1N=C(C=C1)C=1C=C(C(=NC1)[N+](=O)[O-])OC(C(=O)O)C 2-((5-(1-methyl-1H-pyrazol-3-yl)-2-nitropyridin-3-yl)oxy)propionic acid